5-oxo-2-((S)-piperidine-2-carboxamido)hexanediamide O=C(CCC(C(=O)N)NC(=O)[C@H]1NCCCC1)C(=O)N